5-amino-1-(4,4-difluorotetrahydrofuran-3-yl)-3-[4-[[(5-fluoro-2-methoxy-benzoyl)amino]methyl]phenyl]pyrazole-4-carboxamide tin acetate hydrate O.C(C)(=O)[O-].[Sn+4].NC1=C(C(=NN1C1COCC1(F)F)C1=CC=C(C=C1)CNC(C1=C(C=CC(=C1)F)OC)=O)C(=O)N.C(C)(=O)[O-].C(C)(=O)[O-].C(C)(=O)[O-]